2-chloroquinazoline ClC1=NC2=CC=CC=C2C=N1